C(=O)O.ClC=1C=C(C=CC1C(=O)N1CCN(CC1)C(C[C@@H]1NCCC1)=O)NC(=O)C=1N(C(=CN1)C1=C(C(=C(C=C1)OC)F)F)C N-[3-chloro-4-[4-[2-[(2R)-pyrrolidin-2-yl]acetyl]piperazine-1-carbonyl]phenyl]-5-(2,3-difluoro-4-methoxy-phenyl)-1-methyl-imidazole-2-carboxamide formate